rac-(1R,6S)-2-[8-methoxy-9-(2-methyltetrazol-5-yl)-1-propyl-5,6-dihydropyrrolo[2,1-a]isoquinoline-3-carbonyl]-2-azabicyclo[4.2.0]octane-1-carboxylic acid COC=1C=C2CCN3C(C2=CC1C=1N=NN(N1)C)=C(C=C3C(=O)N3[C@@]1(CC[C@@H]1CCC3)C(=O)O)CCC |r|